C(C)C1N(CCCC1)CC(=O)O 2-ethylpiperidine-1-acetic acid